2,4-dimethyl-3-pyrrolecarboxylic acid ethyl ester C(C)OC(=O)C1=C(NC=C1C)C